COCCOCCOP1(=NP(=NP(=N1)(OCCOCCOC)OCCOCCOC)(OCCOCCOC)OCCOCCOC)OCCOCCOC hexa(methoxyethoxyethoxy)cyclotriphosphazene